C(C)(=O)C1=CC=CC2=CC=CC=C12 α-acetylnaphthalene